C1(CC1)C1=NC(=C(C#N)C=C1)NC=1C(=NC=CC1)C 6-cyclopropyl-2-((2-methylpyridin-3-yl)amino)nicotinonitrile